methyl 2-[4-(2,3-dichloro-6-methoxyphenyl)piperidin-2-yl]acetate ClC1=C(C(=CC=C1Cl)OC)C1CC(NCC1)CC(=O)OC